[Ca+2].FC1=CC=C(C=C1)C=1N(C(=C(C1C1=CC=CC=C1)C(=O)NC1=CC=CC=C1)C(C)C)CCC(CC(CC(=O)[O-])O)O.FC1=CC=C(C=C1)C=1N(C(=C(C1C1=CC=CC=C1)C(=O)NC1=CC=CC=C1)C(C)C)CCC(CC(CC(=O)[O-])O)O 2-(4-fluorophenyl)-β,δ-dihydroxy-5-(1-methylethyl)-3-phenyl-4-[(phenylamino)carbonyl]-1H-pyrrole-1-heptanoic acid, calcium salt